COCCOCCS(=O)(=O)C1=CC=C(C=C1)NC=1N=CC2=C(N1)CN(CC2)C(=O)OC(C)(C)C tert-butyl 2-({4-[2-(2-methoxyethoxy) ethanesulfonyl] phenyl} amino)-5H,6H,7H,8H-pyrido[3,4-d]pyrimidine-7-carboxylate